[O-2].[Li+].[Li+] lithium mono-oxide